N-((6-(2-chlorophenyl)pyridazin-3-yl)methyl)-1-(2,6-dimethylpyridin-3-yl)-1H-1,2,3-triazole-4-carboxamide ClC1=C(C=CC=C1)C1=CC=C(N=N1)CNC(=O)C=1N=NN(C1)C=1C(=NC(=CC1)C)C